tert-butyl (R,S)-((5-bromoisochroman-1-yl)methyl)carbamate BrC1=C2CCO[C@H](C2=CC=C1)CNC(OC(C)(C)C)=O